C(C1=CC=CC=C1)=C([C@@H](O)[C@@H](O)[C@H](O)[C@H](O)CO)O Benzylidene-D-Mannitol